5-(methoxy)-3-methyl-6-(4,4,5,5-tetramethyl-1,3,2-dioxaborolan-2-yl)benzo[d]Oxazol-2(3H)-one COC=1C(=CC2=C(N(C(O2)=O)C)C1)B1OC(C(O1)(C)C)(C)C